ClC=1C=C(C(=NC1)OC=1C=CC=2N(C1)C=C(N2)C(=O)OCC)OCC(F)(F)F Ethyl 6-((5-chloro-3-(2,2,2-trifluoroethoxy)pyridin-2-yl)oxy)imidazo[1,2-a]pyridine-2-carboxylate